OC=1C=C(C(=O)NC)C=CC1NCC#CC=1N(C2=CC=CC(=C2C1)NC1CCC(CC1)N1CC2(COC2)C1)CC(F)(F)F 3-hydroxy-N-methyl-4-{[3-(4-{[(1R,4R)-4-{2-oxa-6-azaspiro[3.3]heptan-6-yl}cyclohexyl]amino}-1-(2,2,2-trifluoroethyl)-1H-indol-2-yl)prop-2-yn-1-yl]amino}benzamide